cis-(4aR,9bR)-7-(trifluoromethyl)-2,3,4,4a,5,9b-hexahydro-1H-indeno[1,2-b]pyridine FC(C=1C=C2C[C@@H]3[C@@H](NCCC3)C2=CC1)(F)F